N(α)-Boc-N(ε),N(ε)-dimethyl-L-lysine C(=O)(OC(C)(C)C)N[C@@H](CCCCN(C)C)C(=O)O